C(C)(C)(C)OC(=O)N1CC(CC1)C(=O)N1CCC(CCC1)C(O)C1=C(C(=CC=C1O)Cl)Cl 3-[4-[(2,3-dichloro-6-hydroxyphenyl)(hydroxy)methyl]Azepane-1-carbonyl]Pyrrolidine-1-carboxylic acid tert-butyl ester